2,4-dimethyl-1H-pyrrole-3-carbonitrile CC=1NC=C(C1C#N)C